oxobis-(N-methyl-phthalimide) O(C1=C2C(C(=O)N(C2=O)C)=CC=C1)C1=C2C(C(=O)N(C2=O)C)=CC=C1